N/C(/NC)=N/C1=NC=C(C(=O)N(CC2=NC=C(C=C2)C(F)(F)F)C2CCC=3C2=NC=CC3)C=C1 (Z)-6-((amino(methylamino)methylene)amino)-N-(6,7-dihydro-5H-cyclopenta[b]pyridin-7-yl)-N-((5-(trifluoromethyl)pyridin-2-yl)methyl)nicotinamide